C(C)C=1N(C(C2=C(N1)CNCC2)=O)CC2=NOC(=C2)C2=C(C#N)C=C(C(=C2)O)F 2-(3-((2-Ethyl-4-oxo-5,6,7,8-tetrahydropyrido[3,4-d]pyrimidin-3(4H)yl)methyl)isoxazol-5-yl)-5-fluoro-4-hydroxybenzonitrile